C(#N)C1=CC(=C(COC=2N=CC3=C(N2)CN(CC3)CC3=NC2=C(N3C[C@H]3OCC3)C=C(C=C2)C(=O)OC(C)(C)C)C=C1)F tert-butyl (S)-2-((2-((4-cyano-2-fluorobenzyl) oxy)-5,8-dihydropyrido[3,4-d]pyrimidin-7(6H)-yl) methyl)-1-((oxetan-2-yl) methyl)-1H-benzo[d]imidazole-6-carboxylate